N,N-dimethyl-1-[3-[5-[(2R,5S)-5-methyl-2-piperidyl]-1,3-benzothiazol-2-yl]oxetan-3-yl]methanamine CN(CC1(COC1)C=1SC2=C(N1)C=C(C=C2)[C@@H]2NC[C@H](CC2)C)C